2-(2-azabicyclo[1.1.1]pentan-3-yl)-6-chloro-1,3-benzoxazole C12NC(C1)(C2)C=2OC1=C(N2)C=CC(=C1)Cl